1-Bocpyrimidine C(=O)(OC(C)(C)C)N1CN=CC=C1